CCCCCCCC/C=C\CCCCCCCCCC(=O)O[C@H](COC(=O)CCCCCCC/C=C\CCCCCCC)COP(=O)(O)OC[C@H](CO)O 1-(9Z-heptadecenoyl)-2-(11Z-eicosenoyl)-glycero-3-phospho-(1'-sn-glycerol)